CO[Si](CCCCCC[Si](OC)(OC)OC)(OC)OC 1,6-bis(trimethoxysilanyl)hexane